C(C)(C)(C)OC(=O)NCC=1C=C(OCCCCCCOCCOCCOCCCCCC(=O)OC)C=CC1 Methyl 6-(2-(2-(6-(3-((tert-butoxycarbonylamino)methyl)phenoxy)hexyloxy)-ethoxy)ethoxy)hexanoate